NC1(COC1)C=1C=C(C(=NC1)[C@@H]1C[C@H](C1)C1=NN2C(=NC=3C(=CC=CC3C2=N1)OC)N)C 2-{trans-3-[5-(3-aminooxetan-3-yl)-3-methylpyridin-2-yl]cyclobutyl}-7-methoxy[1,2,4]triazolo[1,5-c]quinazolin-5-amine